tert-butyl (S)-4-(7-chloro-2-(((S)-1-methylpyrrolidin-2-yl)methoxy)pyridino[2,3-d]pyrimidin-4-yl)-2-(cyanomethyl)piperazine-1-carboxylate ClC=1C=CC2=C(N=C(N=C2N2C[C@@H](N(CC2)C(=O)OC(C)(C)C)CC#N)OC[C@H]2N(CCC2)C)N1